ClC=1C=CC(=C(C(=O)N[C@H](C(C(=O)NC2CC2)=O)C[C@H]2C(N[C@@H](C2)C)=O)C1)NC(C(F)(F)F)=O 5-chloro-N-[(1S)-3-(cyclopropylamino)-1-[[(3S,5R)-5-methyl-2-oxo-pyrrolidin-3-yl]methyl]-2,3-dioxo-propyl]-2-[(2,2,2-trifluoroacetyl)amino]benzamide